Ethyl-1-(6-(3-methoxyphenyl)quinolin-2-yl)piperidine C(C)C1N(CCCC1)C1=NC2=CC=C(C=C2C=C1)C1=CC(=CC=C1)OC